C[C@H](CC=O)CCCC (S)-3-methyl-1-heptaldehyde